FC(C1=CC2=C(C=N1)N=CN2)F 6-(difluoromethyl)-1H-imidazo[4,5-c]Pyridine